3-(6-methoxy-7-(methylsulfonyl)-1-oxoisoindolin-2-yl)piperidine-2,6-dione COC1=CC=C2CN(C(C2=C1S(=O)(=O)C)=O)C1C(NC(CC1)=O)=O